Vinylstearat C(=C)OC(CCCCCCCCCCCCCCCCC)=O